C(C1=CC=CC=C1)N(C(C(=O)[O-])CO)CC1=CC=CC=C1 2-(dibenzylamino)-3-hydroxypropanoate